(R)-7-(2-(((3-chloro-pyridin-2-yl)oxy)methyl)pyrrolidin-1-yl)-6-fluoro-4-oxo-1-phenyl-1,4-dihydro-quinoline-3-carboxylic acid ClC=1C(=NC=CC1)OC[C@@H]1N(CCC1)C1=C(C=C2C(C(=CN(C2=C1)C1=CC=CC=C1)C(=O)O)=O)F